ethyl 2-(2-((5-(6-cyanopyridin-2-yl)-2-methylbenzofuran-3-yl)methoxy)-4-methoxyphenyl)acetate C(#N)C1=CC=CC(=N1)C=1C=CC2=C(C(=C(O2)C)COC2=C(C=CC(=C2)OC)CC(=O)OCC)C1